2-((3r,5r,7r)-adamantan-1-yl)-1-(3-(4-(4-amino-3-(4-phenoxyphenyl)-1H-pyrazolo[3,4-d]pyrimidin-1-yl)piperidin-1-yl)azetidin-1-yl)ethanone C12(CC3CC(CC(C1)C3)C2)CC(=O)N2CC(C2)N2CCC(CC2)N2N=C(C=3C2=NC=NC3N)C3=CC=C(C=C3)OC3=CC=CC=C3